6-ethenyl-7-methyl-5-[4-(pyrrolidine-1-carbonyl)phenyl]-7H-pyrrolo[2,3-d]pyrimidin-4-amine C(=C)C1=C(C2=C(N=CN=C2N)N1C)C1=CC=C(C=C1)C(=O)N1CCCC1